(perfluorobiphenyl-4-yl) borate B(OC1=C(C(=C(C(=C1F)F)C1=C(C(=C(C(=C1F)F)F)F)F)F)F)([O-])[O-]